(R)-1,1,3-trimethyl-4-aminoindan CC1(C[C@H](C2=C(C=CC=C12)N)C)C